BrC=1C=C(C=2N(C1)N=CC2I)OC 6-Bromo-3-iodo-4-methoxypyrazolo[1,5-a]pyridine